OC1=C(C=CC=C1)C1=CC2=C(N=N1)NC(=C2C)C2CCN(CC2)C(=O)OC(C)(C)C tert-butyl 4-[3-(2-hydroxyphenyl)-5-methyl-7H-pyrrolo[2,3-c]pyridazin-6-yl]piperidine-1-carboxylate